FC1=C(C=CC(=C1)OC1=CC(=NC=C1)N1C[C@H](CC1)CO)NC1=NC=NC2=CC(=C(C=C12)NC1CCN(CC1)C(C=C)=O)OC (S)-1-(4-((4-((2-fluoro-4-((2-(3-(hydroxymethyl)pyrrolidin-1-yl)pyridin-4-yl)oxy)phenyl)amino)-7-methoxyquinazolin-6-yl)amino)piperidin-1-yl)prop-2-en-1-one